2-(4-acetamido-1H-pyrrolo[2,3-b]pyridin-1-yl)-N-(2-((3-chloro-2-fluorophenylmethyl)amino)-2-oxoethyl)-N-cyclopropylacetamide C(C)(=O)NC1=C2C(=NC=C1)N(C=C2)CC(=O)N(C2CC2)CC(=O)NCC2=C(C(=CC=C2)Cl)F